3-(1'-((2,3-dimethyl-1H-indol-6-yl)methyl)-7-oxo-5,7-dihydro-2H,6H-spiro[furo[2,3-f]isoindole-3,4'-piperidin]-6-yl)piperidine-2,6-dione CC=1NC2=CC(=CC=C2C1C)CN1CCC2(CC1)COC1=CC=3C(N(CC3C=C12)C1C(NC(CC1)=O)=O)=O